bis(β-hydroxyethyl) sulfone OCCS(=O)(=O)CCO